ClC=1C(N(C(=CC1OC([2H])([2H])C1=NC=C(C=C1F)F)C)C1=CC(=NC=C1C)C=1N=C(SC1)C(C)(C)NC(C)=O)=C=O (S)-N-(2-(4-(3-chloro-4-((3,5-difluoropyridin-2-yl)methoxy-d2)-5',6-dimethyl-2-carbonyl-2H-[1,4'-bipyridine]-2'-yl)thiazol-2-yl)propan-2-yl)acetamide